2-[4-[[[6-[[3-(difluoromethoxy)phenyl]methyl-methyl-amino]-5-fluoro-pyrimidin-4-yl]amino]methyl]phenyl]acetamide FC(OC=1C=C(C=CC1)CN(C1=C(C(=NC=N1)NCC1=CC=C(C=C1)CC(=O)N)F)C)F